C1(=CC=CC=C1)C=1C(=C(C2=C([Se]C3=C2C=CC=C3)C1)C1=CC=CC=C1)C1=C(C(=CC=3C2=CC=CC=C2CC13)C)C phenyl(dimethylfluorenyl)(phenyldibenzoselenophene)